(3R,4R)-1-cyclopentyl-4-{[5-(2,4-difluoro-phenyl)-isoxazole-3-carbonyl]-amino}-piperidine-3-carboxylic acid methyl-(2-pyridin-2-yl-ethyl)-amide CN(C(=O)[C@@H]1CN(CC[C@H]1NC(=O)C1=NOC(=C1)C1=C(C=C(C=C1)F)F)C1CCCC1)CCC1=NC=CC=C1